(1R,2R)-2-((2-chloro-3-fluoro-5-(hydroxymethyl)pyridin-4-yl)amino)-1-methylcyclopentan-1-ol ClC1=NC=C(C(=C1F)N[C@H]1[C@@](CCC1)(O)C)CO